1-(4,7-Dimethyl-1,3-dihydro-2,6,8a-triaza-as-indacen-2-yl)-2-(1-pyridin-3-yl-azetidin-3-yl)-ethanone CC=1C=2CN(CC2N2C=C(N=C2C1)C)C(CC1CN(C1)C=1C=NC=CC1)=O